FC(C(C(=O)O)(C(F)(F)F)OC(C(C(F)(F)F)(F)F)(F)F)(F)F Perfluoro-2-(perfluoropropoxy)-2-(perfluoromethyl)propanoic acid